C1(=CC=CC=C1)CC(=O)NCCCC phenylacetyl-n-butylamine